[Zn].[Cd].[Cu] copper-cadmium zinc